13-methyl-3-vinyl-6,7,8,9,11,12,13,14,15,16-decahydrospiro[cyclopenta[a]phenanthrene-17,2'-[1,3]dioxolane] CC12C(C3CCC=4C=C(C=CC4C3CC1)C=C)CCC21OCCO1